2-((2-(methacryloyloxy)ethyl)dimethylammonio)ethane-1-sulfonate C(C(=C)C)(=O)OCC[N+](CCS(=O)(=O)[O-])(C)C